ClC=1C=C2CCN(CC2=C(C1)[C@H]1N(CCC1)C(=O)OC(C)(C)C)CC1CCOCC1 tert-butyl (S)-2-(6-chloro-2-((tetrahydro-2H-pyran-4-yl)methyl)-1,2,3,4-tetrahydroisoquinolin-8-yl)pyrrolidine-1-carboxylate